(3aS,6aS)-hexahydropyrrolo[3,4-c]pyrrol C1NC[C@@H]2C1=CNC2